NC1CCC(CC1)N(C1=C2CN(C(C2=CC=C1)=O)C1C(NC(CC1)=O)=O)CCC=C1CCOCC1 3-(4-(((1r,4r)-4-aminocyclohexyl)(3-(dihydro-2H-pyran-4(3H)-ylidene)propyl)amino)-1-oxoisoindolin-2-yl)piperidine-2,6-dione